ClC1=C(C2=C(NC(O[C@@]23CN(CCC3)C(=O)C3=NN=C(N3COCC[Si](C)(C)C)CO)=O)C=C1)F (R)-6-Chloro-5-fluoro-1'-(5-(hydroxymethyl)-4-((2-(trimethylsilyl)ethoxy)methyl)-4H-1,2,4-triazole-3-carbonyl)spiro[benzo[d][1,3]oxazine-4,3'-piperidin]-2(1H)-one